1-(4-(2,6-dioxopiperidin-3-yl)-3,5-difluorophenyl) azetidin-3-yl((1S,4S)-4-methylcyclohexyl)carbamate N1CC(C1)N(C(OC1=CC(=C(C(=C1)F)C1C(NC(CC1)=O)=O)F)=O)C1CCC(CC1)C